ClC1=C(C=CC=C1)CN1N=C(C=C1OC1=CC=CC=C1)CO (1-[(2-chlorophenyl)methyl]-5-phenoxy-1H-pyrazol-3-yl)methanol